ClC1=C(C(=O)C2=CNC=3N=CN=C(C32)N3CC(CC3)C(=O)N3CCNCC3)C=CC(=C1)OC1=CC=CC=C1 (1-(5-(2-chloro-4-phenoxybenzoyl)-7H-pyrrolo[2,3-d]pyrimidin-4-yl)pyrrolidin-3-yl)(piperazin-1-yl)methanone